CC(=CCC)CCCCC 4-methylnon-3-en